CC(C(=O)OC(C)C1=C2C(=CN=C1)N(C=C2)C)C[C@@H](C)[C@H]2CC[C@H]1[C@@H]3[C@@H](C[C@@H]4CC(=CC[C@]4(C)[C@H]3CC[C@]21C)O[Si](C)(C)C)OCOC 1-(1-Methylpyrrolo[2,3-c]pyridin-4-yl)ethanol methyl-7α-methoxymethoxyl-3-trimethylsilyloxy-5β-chol-2-eneoate